C(#N)C=1C=C(C(=NC1)[C@H](C)NC([C@H](C)C=1C(NC2=CC=C(C(=C2C1)F)F)=O)=O)F |o1:12| (2R*)-N-[(1S)-1-(5-cyano-3-fluoropyridin-2-yl)ethyl]-2-(5,6-difluoro-2-oxo-1H-quinolin-3-yl)propanamide